methyl 2-(4-hydroxyphenyl)-4,6-dimethylpyrimidine-5-carboxylate OC1=CC=C(C=C1)C1=NC(=C(C(=N1)C)C(=O)OC)C